1-benzyl-3-methyl-6-(1-methyl-1H-pyrazol-5-yl)-4-nitro-1H-benzo[d]imidazol-2(3H)-one C(C1=CC=CC=C1)N1C(N(C2=C1C=C(C=C2[N+](=O)[O-])C2=CC=NN2C)C)=O